N-(4-{2-[4-(2-hydroxy-2-methylpropyl)piperazinyl]-2-oxoethyl}phenyl){[(4-methoxyphenyl)methyl]amino}carboxamide OC(CN1CCN(CC1)C(CC1=CC=C(C=C1)NC(=O)NCC1=CC=C(C=C1)OC)=O)(C)C